C(N)(OCCCNC1=CC(=NC2=CC(=CC=C12)Br)N)=O (3-((2-amino-7-bromoquinolin-4-yl) amino) propyl) carbamate